N1=CC=C(C=C1)C1=C2C=CC(C(=C3C=CC(=C(C=4C=CC(=C(C5=CC=C1N5)C5=CC=NC=C5)N4)C4=CC=NC=C4)N3)C3=CC=NC=C3)=N2.[Cu] copper tetrakis(4-pyridyl)porphyrin